CC(C(=O)OCCCCC)=C pentyl (methyl)acrylate